O(S(=O)(=O)C(F)(F)F)C1=CC(N(C2=CC=C(N=C12)Br)CC1=CC=C(C=C1)OC)=O 6-bromo-1-(4-methoxybenzyl)-2-oxo-1,2-dihydro-1,5-naphthyridin-4-yl triflate